NC=1C2=C(N=CN1)N(C=C2Br)[C@H]2C[C@@H]([C@H](O2)C=O)O[Si](C)(C)C(C)(C)C (2S,3S,5R)-5-(4-amino-5-bromo-pyrrolo[2,3-d]pyrimidin-7-yl)-3-[tert-butyl(dimethyl)silyl]oxy-tetrahydrofuran-2-carbaldehyde